CC1=NC=CC(=C1)NC=1C=C2C(=NC1)NC(=N2)C2=C1C(=CC=NC1=CC=C2)N 5-(6-((2-methylpyridin-4-yl)amino)-3H-imidazo[4,5-b]pyridin-2-yl)quinolin-4-amine